Cl.ClCC=1N2C(SC1)=NC(C2)CC=2SC=CC2 3-(chloromethyl)-6-(thiophen-2-ylmethyl)-5,6-dihydroimidazo[2,1-b]Thiazole hydrochloride